C(C)OC(C1=C(N=C(C=C1)OC)Cl)=O 2-chloro-6-methoxynicotinic acid ethyl ester